C(C)C(C(=O)O)CCCC.C(C)C(C(=O)O)CCCC.C(C)C(C(=O)O)CCCC.C(C)C(C(=O)O)CCCC.OCC(O)CO glycerol tetrakis(2-ethylhexanoate)